1,2,3,4-tetrahydrobenzo[h]quinoline N1CCCC2=CC=C3C(=C12)C=CC=C3